4-oxo-2-phenyl-4H-chromen-7,8-diylbis(3-methylbutyrate) O=C1C=C(OC2=C(C(=CC=C12)C(C(=O)[O-])C(C)C)C(C(=O)[O-])C(C)C)C1=CC=CC=C1